17-((4-hydroxyphenyl)amino)-17-oxoheptadecanoic acid OC1=CC=C(C=C1)NC(CCCCCCCCCCCCCCCC(=O)O)=O